bis-[E-7-[4-(4-fluorophenyl)-6-isopropyl-2-[methyl-(methylsulfonyl)amino]-pyrimidin-5-yl](3R,5S)-3,5-dihydroxyhept-6-enoic acid] calcium salt [Ca+2].FC1=CC=C(C=C1)C1=NC(=NC(=C1/C=C/[C@H](C[C@H](CC(=O)[O-])O)O)C(C)C)N(S(=O)(=O)C)C.FC1=CC=C(C=C1)C1=NC(=NC(=C1/C=C/[C@H](C[C@H](CC(=O)[O-])O)O)C(C)C)N(S(=O)(=O)C)C